C(C)(C)(C)OC(=O)[C@@H](C\C=C\CO)[C@@H]1CN(CC1)C(=O)OC(C)(C)C tert-Butyl (3R)-3-[(E,1S)-1-tert-butoxycarbonyl-5-hydroxy-pent-3-enyl]pyrrolidine-1-carboxylate